3-[(2S)-2-amino-3-methoxy-3-oxopropyl]-2-methyl-1H-indole-1-carboxylic acid tert-butyl ester C(C)(C)(C)OC(=O)N1C(=C(C2=CC=CC=C12)C[C@@H](C(=O)OC)N)C